Cl.FC1=C2N=CC=NC2=CC=C1C1=C(N=C(C=2N1N=CC2)N2CCC1(CC2)[C@@H](C=2C(=NC=CC2)C1)N)C (5S)-1'-[7-(5-fluoroquinoxalin-6-yl)-6-methyl-pyrazolo[1,5-a]pyrazin-4-yl]spiro[5,7-dihydrocyclopenta[b]pyridine-6,4'-piperidine]-5-amine hydrochloride